methyl-5-oxo-pyrrolidine CN1CCCC1=O